benzyl 3-(((benzyloxy)carbonyl)amino)-4-ethyl-4-hydroxyazepane-1-carboxylate C(C1=CC=CC=C1)OC(=O)NC1CN(CCCC1(O)CC)C(=O)OCC1=CC=CC=C1